N-{2-azabicyclo[3.1.1]heptan-3-ylmethyl}-6-fluoro-1,3-benzothiazol-2-amine C12NC(CC(C1)C2)CNC=2SC1=C(N2)C=CC(=C1)F